N(=[N+]=[N-])C(C(=O)O)(C)C 2-AZIDO-2-METHYLPROPIONIC ACID